5,6,8-trifluoroquinazoline FC1=C2C=NC=NC2=C(C=C1F)F